N-(9-(4-((4-(2-aminoethyl)piperidin-1-yl)methyl)benzyl)-2-butoxy-8-oxo-8,9-dihydro-7H-purin-6-yl)acetamide NCCC1CCN(CC1)CC1=CC=C(CN2C3=NC(=NC(=C3NC2=O)NC(C)=O)OCCCC)C=C1